(S)-3-(isoquinolin-4-yl)-1-(5-methyl-2-(trifluoromethyl)pyridin-4-yl)-2-oxoimidazoline-4-carbonitrile C1=NC=C(C2=CC=CC=C12)N1C(N(C[C@H]1C#N)C1=CC(=NC=C1C)C(F)(F)F)=O